C(C)OC(CBr)=O.C(C)OC(CN1C2COCC1CC(C2)C(=O)OCC)=O ethyl 9-(2-ethoxy-2-oxoethyl)-3-oxa-9-azabicyclo-[3.3.1]nonane-7-carboxylate Ethyl-bromoacetate